C(N)(=O)C1=CC=C(C(=C1C1=C(C(=CC2=C1[C@@H]([C@](O2)(C2=CC=CC=C2)CNC(OC(C)(C)C)=O)C)F)Cl)F)OC[C@H](C)OC2OCCCC2 Tert-butyl (((2S,3S,4S)-4-(6-carbamoyl-2-fluoro-3-((2S)-2-((tetrahydro-2H-pyran-2-yl)oxy)propoxy)phenyl)-5-chloro-6-fluoro-3-methyl-2-phenyl-2,3-dihydrobenzofuran-2-yl)methyl)carbamate